1-(2-bromoethyl)-4-nitro-benzene BrCCC1=CC=C(C=C1)[N+](=O)[O-]